FC1=C(C=C(C=C1)F)[C@@H]1N(C[C@H](C1)F)C1=NNC2=NC=C(C=C21)C=2C=NN(C2)CCN(C)C 2-(4-(3-((2R,4S)-2-(2,5-difluorophenyl)-4-fluoropyrrolidin-1-yl)-1H-pyrazolo[3,4-b]pyridin-5-yl)-1H-pyrazol-1-yl)-N,N-dimethylethan-1-amine